2H-Thiazole S1CNC=C1